C1=CC(=CC=C1[C@@]2([C@@H]([C@H]([C@@H]([C@H](O2)CO)O)O)O)O)[N+](=O)[O-] p-nitrophenyl-beta-D-glucose